bromomaleate Br/C(/C(=O)[O-])=C/C(=O)[O-]